ClC=1C(=CC(=C(C1)C=1NC=2C=CN=C(C2C(C1)=O)C(=O)N)C)C1CCC1 2-(5-chloro-4-cyclobutyl-2-methyl-phenyl)-4-oxo-1H-1,6-naphthyridine-5-carboxamide